C(C(=C)C)(=O)O.C(C(=C)C)(=O)ON1C(CCC1=O)=O N-(methacryloyloxy)succinimide methacrylate